malic acid diisostearate C(CCCCCCCCCCCCCCC(C)C)(=O)O.C(CCCCCCCCCCCCCCC(C)C)(=O)O.C(C(O)CC(=O)O)(=O)O